N1(C=NC2=C1C=CC=C2)C=2C(=C(C(=CC2SC)OC2=C(C=C(C=C2)SC)C=2SC1=C(N2)C=CC=C1)O)C=1SC2=C(N1)C=CC=C2 3-(1H-benzo[d]imidazol-1-yl)-2-(benzo[d]thiazol-2-yl)-6-(2-(benzo[d]thiazol-2-yl)-4-(methylthio)phenoxy)-4-(methylthio)phenol